C(C)OC(CC(C1=C(C=C(C(=C1)F)F)F)=O)=O 2,4,5-trifluorobenzoylacetic acid ethyl ester